BrC=1C=C2C(C(NC2=C(C1)F)=O)(C)C 5-bromo-7-fluoro-3,3-dimethyl-2-oxoindolin